NC=1NC=2CC(CC(C2C(C1C(=O)OCC)C1=CC=C(C=C1)S(=O)(=O)C1=CC=C(C)C=C1)=O)(C)C Ethyl 2-amino-7,7-dimethyl-5-oxo-4-(4-tosylphenyl)-1,4,5,6,7,8-hexahydroquinoline-3-carboxylate